CN(C(CCCCCC\C=C/CCCCCCCC(=O)OCC)CCCCCCCCC)C ethyl (9Z)-17-(dimethylamino)hexacos-9-enoate